2-chloro-4-((4aR,8aS)-3,3-dimethyloctahydroquinoxalin-1(2H)-yl)-5-fluorophenol ClC1=C(C=C(C(=C1)N1CC(N[C@@H]2CCCC[C@H]12)(C)C)F)O